3-(ethylthio)chlorobenzene C(C)SC=1C=C(C=CC1)Cl